C1(CC1)NC(=O)C1=CC=C(C=N1)C=1C(CN(CC1)CC=1C(=C2NC(C(=NC2=CC1)C1CC1)=O)F)F N-cyclopropyl-1'-((2-cyclopropyl-5-fluoro-3-oxo-3,4-dihydroquinoxalin-6-yl)methyl)-3'-fluoro-1',2',3',6'-tetrahydro-[3,4'-bipyridine]-6-carboxamide